N-((3R,4S)-3-methyl-1-(methylsulfonyl)piperidin-4-yl)-7-(1H-pyrazol-4-yl)-8-((tetrahydro-2H-pyran-4-yl)oxy)-[1,2,4]triazolo[1,5-a]pyridin-2-amine C[C@@H]1CN(CC[C@@H]1NC1=NN2C(C(=C(C=C2)C=2C=NNC2)OC2CCOCC2)=N1)S(=O)(=O)C